7-chloro-4-hydroxy-1-(2-isopropyl-4-methylpyridin-3-yl)pyrido[4,3-d]pyrimidin-2(1H)-one ClC1=CC=2N(C(N=C(C2C=N1)O)=O)C=1C(=NC=CC1C)C(C)C